Cl.NC/C(/CN1N=CN(C1=O)CC=1SC(=CC1)C1=CC(=C(C=C1)F)F)=C\F 2-[(2E)-2-(aminomethyl)-3-fluoroprop-2-en-1-yl]-4-{[5-(3,4-difluorophenyl)thiophen-2-yl]methyl}-2,4-dihydro-3H-1,2,4-triazol-3-one hydrochloride